C(C=C)C=1C(=NN(C1)CC1=CC=CC=C1)C1=NN=C(O1)C1=NC(=C(C=C1NC(OC(C)(C)C)=O)C(F)(F)F)O[C@@H](CC=C)C tert-butyl N-[2-[5-(4-allyl-1-benzyl-pyrazol-3-yl)-1,3,4-oxadiazol-2-yl]-6-[(1R)-1-methylbut-3-enoxy]-5-(trifluoromethyl)-3-pyridyl]carbamate